4-(isopropylamino)-2-((1r,4r)-4-(methylcarbamoyl)cyclohexylamino)pyrimidine-5-carboxamide C(C)(C)NC1=NC(=NC=C1C(=O)N)NC1CCC(CC1)C(NC)=O